4-(4-fluorobenzoyl)-3-hydroxy-5-(3-methoxyphenyl)-1-[3-(4-morpholinyl)propyl]-1,5-dihydro-2H-pyrrol-2-one FC1=CC=C(C(=O)C2=C(C(N(C2C2=CC(=CC=C2)OC)CCCN2CCOCC2)=O)O)C=C1